N-(5-chloro-1-cyclopropyl-1H-pyrazol-4-yl)-6-methyl-7-[4-(3-methyloxetan-3-yl)piperazin-1-yl]quinazolin-2-amine ClC1=C(C=NN1C1CC1)NC1=NC2=CC(=C(C=C2C=N1)C)N1CCN(CC1)C1(COC1)C